4-methyl-2-[[(3S)-3-methyl-1-piperidinyl]methyl]-6-[3-[3-[(4-methyl-1,2,4-triazol-3-yl)methyl]oxetan-3-yl]phenyl]-1H-pyrrolo[2,3-c]pyridin-7-one CC=1C2=C(C(N(C1)C1=CC(=CC=C1)C1(COC1)CC1=NN=CN1C)=O)NC(=C2)CN2C[C@H](CCC2)C